C1=CC=CC=2OC3=CC=CC=C3N(C12)CCCS(=O)(=O)NS(=O)(=O)C(F)(F)F.[K] potassium 3-(10H-phenoxazin-10-yl)-N-trifluoromethanesulfonyl-propane-1-sulfonamide